N,N-dimethyl-1-(4-(4,4,5,5-tetramethyl-1,3,2-dioxaborolan-2-yl)phenyl)piperidin-4-amine CN(C1CCN(CC1)C1=CC=C(C=C1)B1OC(C(O1)(C)C)(C)C)C